3-({[(1S)-6-(3-methylbenzenesulfonyl)-1,2,3,4-tetrahydronaphthalen-1-yl]methyl}amino)pyridine-4-carboxylic acid methyl ester COC(=O)C1=C(C=NC=C1)NC[C@H]1CCCC2=CC(=CC=C12)S(=O)(=O)C1=CC(=CC=C1)C